(2-nitrophenylsulfenyl)amino-2H-1,2,4-triazole-5-thiol [N+](=O)([O-])C1=C(C=CC=C1)SNN1N=C(N=C1)S